di(p-triethylsilylphenyl)methylene(2,7-di-t-butylfluorenyl)(cyclopentadienyl)zirconium dichloride [Cl-].[Cl-].C(C)[Si](C1=CC=C(C=C1)C(=[Zr+2](C1C=CC=C1)C1=C(C=CC=2C3=CC=C(C=C3CC12)C(C)(C)C)C(C)(C)C)C1=CC=C(C=C1)[Si](CC)(CC)CC)(CC)CC